FC1=C(C=CC(=C1C)OC)C=1C(CC(NN1)=O)C 6-(2-fluoro-4-methoxy-3-methylphenyl)-5-methyl-4,5-dihydro-2H-pyridazin-3-one